C(C)OC=1C=NC=CC1SC=1N=C2C(=NC1)NC(=N2)N2CCC1(CC2)[C@@H](C2=CC=CC=C2C1)N (S)-1'-(5-((3-ethoxypyridin-4-yl)thio)-1H-imidazo[4,5-b]pyrazin-2-yl)-1,3-dihydrospiro[indene-2,4'-piperidin]-1-amine